NC=1N=C(C2=C(N1)C=C(S2)C2=CC=NN2)N[C@@H](CO)CC (R)-2-((2-amino-6-(1H-pyrazol-5-yl)thieno[3,2-d]pyrimidin-4-yl)amino)-1-butanol